C1(CCCCC1)CNC(C(C(C)N(C(CC)=O)C)O)=O N-(Cyclohexylmethyl)-2-hydroxy-3-(N-methylpropanamido)butanamide